COC1=CC=C(C=C1)C(C)ON1C(C2=CC=CC=C2C1=O)=O 2-(1-(4-methoxyphenyl)ethoxy)isoindoline-1,3-dione